OC1=C(C=2OC3=C(C(=C(C(=C3C(C2CC(=O)OCCC2=CC=CC=C2)=O)OC)OC)OC)OC)C=CC=C1 hydroxy-tetramethoxyflavoneAcetic acid, 2-phenylethyl ester